CC1(OB(OC1(C)C)C1=C[C@@H](CCC1)NC(OC(C)(C)C)=O)C tert-butyl N-[(1R)-3-(4,4,5,5-tetramethyl-1,3,2-dioxaborolan-2-yl)cyclohex-2-en-1-yl]carbamate